12-hydroxyheptadecatrienoic acid CCCCC[C@@H](/C=C/C=C/C/C=C\CCCC(=O)O)O